1,3-Dithiol S1CSC=C1